COCC1CCC2=CCCN12 cis-3-(methoxymethyl)tetrahydro-1H-pyrrolizin